COC=1C=C(C(=O)CC(=O)OCC)C=CC1 Ethyl (3-methoxybenzoyl)acetate